2-ethyl-5-methylpyrazole-3-carbonyl chloride C(C)N1N=C(C=C1C(=O)Cl)C